4,4-dichloro-methyl-biphenyl ClC1(CC(=C(C=C1)C1=CC=CC=C1)C)Cl